C(CCCCCCCCCCC)(=O)OCCCCCCCCCCCCCCCCCCCCCCCCCCC heptacosyl laurate